2-ethyl-2-(((2-methylene-3-oxobutanoyl)oxy)methyl)propane-1,3-diyl bis(2-methylene-3-oxobutanoate) (Triacetoacetate) C(CC(=O)C)(=O)O.C(CC(=O)C)(=O)O.C(CC(=O)C)(=O)O.C=C(C(=O)OCC(COC(C(C(C)=O)=C)=O)(COC(C(C(C)=O)=C)=O)CC)C(C)=O